S(=O)(=O)(O)O.N1C=CC2=CC=CC=C12 indol sulfate